BrCC(=O)N1CCN(CC1)S(=O)(=O)C=1SC(=CC1)Cl 2-bromo-1-(4-((5-chlorothien-2-yl)sulfonyl)piperazin-1-yl)ethan-1-one